O=C1OCCC1NC(OC(C)(C)C)=O tert-butyl (tetrahydro-2-oxo-3-furanyl)carbamate